C(#N)C=1C=C(C=CC1OC(C)C)C=1N=C(NC1)C(=O)OCC ethyl 4-(3-cyano-4-isopropoxy-phenyl)-1H-imidazole-2-carboxylate